NC=1NC(=C(N1)C1=CC2=C(OCCN2C(C)=O)C=C1)C1=CC(=NC=C1)C 1-(6-(2-Amino-5-(2-methylpyridin-4-yl)-1H-imidazol-4-yl)-2,3-dihydro-4H-benzo[b][1,4]oxazin-4-yl)ethan-1-one